O=C1NN=C(C2=CC=CC=C12)C1=CC=C(C=C1)[C@@H](C)NC(OC(C)(C)C)=O tert-butyl (R)-(1-(4-(4-oxo-3,4-dihydrophthalazin-1-yl)phenyl)ethyl)carbamate